Pyrazolo[4,3-b]Indole-7-carboxamide N1=NC=C2N=C3C=CC(=CC3=C21)C(=O)N